(2R,6S)-N-{2-benzyl-2-azaspiro[3.3]heptan-6-yl}-2,6-dimethyl-4-{[1,3]oxazolo[4,5-b]pyridin-2-yl}piperazine-1-carboxamide C(C1=CC=CC=C1)N1CC2(C1)CC(C2)NC(=O)N2[C@@H](CN(C[C@@H]2C)C=2OC=1C(=NC=CC1)N2)C